7-amino-1,3-naphthalenedisulfonic acid diSodium [Na].[Na].NC1=CC=C2C=C(C=C(C2=C1)S(=O)(=O)O)S(=O)(=O)O